N-(5-((6-((R)-3-(3-cyanophenyl)isoxazolidine-2-yl)pyrimidine-4-yl)amino)-4-methoxy-2-((3aS,6aS)-1-methylhexahydropyrrolo[3,4-b]pyrrole-5(1H)-yl)phenyl)acrylamide C(#N)C=1C=C(C=CC1)[C@@H]1N(OCC1)C1=CC(=NC=N1)NC=1C(=CC(=C(C1)NC(C=C)=O)N1C[C@H]2N(CC[C@H]2C1)C)OC